diethyl (2-ethylbutylidene)malonate C(C)C(C=C(C(=O)OCC)C(=O)OCC)CC